ClC1=C(C(=CC=C1)Cl)N1CC(C1)C1=CC=C(CN2C[C@@H](CC2)C(=O)O)C=C1 (R)-1-(4-(1-(2,6-dichlorophenyl)azetidin-3-yl)benzyl)pyrrolidine-3-carboxylic acid